(1-oxo-5-{7-[(pyrrolidin-1-yl)methyl]imidazo[1,5-a]pyridin-5-yl}-2,3-dihydro-1H-isoindol-2-yl)piperidine-2,6-dione O=C1N(CC2=CC(=CC=C12)C1=CC(=CC=2N1C=NC2)CN2CCCC2)N2C(CCCC2=O)=O